C(#N)C12CCC(CC1)(CC2)NC(C2=C(C=C(C=C2)S(F)(F)(F)(F)F)NS(=O)(=O)C)=O N-(4-cyanobicyclo[2.2.2]octan-1-yl)-2-(methylsulfonamido)-4-(pentafluoro-λ6-sulfanyl)benzamide